vinyl-OximinoSilane C(=C)[SiH]=NO